1,3-diglycidyl-5-benzylhydantoin C(C1CO1)N1C(=O)N(C(=O)C1CC1=CC=CC=C1)CC1CO1